3-(3-(phenoxyphenyl)acryloyl)oxazolidine-2-one-5,5-d2 silver [Ag].O(C1=CC=CC=C1)C1=C(C=CC=C1)C=CC(=O)N1C(OC(C1)([2H])[2H])=O